ClC1=CC=C(C(=O)NC=2C=3C4=C(C(N(C4=CC2)CC)=O)C=CC3)C=C1 4-chloro-N-(1-ethyl-2-oxo-1,2-dihydrobenzo[cd]indol-6-yl)benzamide